triethyltrimellitate C(C)C=1C(=C(C(=C(C1C(=O)[O-])C(=O)[O-])CC)C(=O)[O-])CC